COC1=C(C=C(C(=C1OC)OC1OCCCC1)C)OC1OCCCC1 ((2,3-dimethoxy-5-methyl-1,4-phenylene)bis(oxy))bis(tetrahydro-2H-pyran)